Dicetylamin C(CCCCCCCCCCCCCCC)NCCCCCCCCCCCCCCCC